C12C=CC(C(C1)CN1C[C@@H]3[C@H](C1)CC(C3)OC=3N=NC(=CC3)C3=C(C=CC(=C3)F)Cl)C2 (3aR,5r,6aS)-2-(5-bicyclo[2.2.1]hept-2-enylmethyl)-5-[6-(2-chloro-5-fluoro-phenyl)pyridazin-3-yl]oxy-3,3a,4,5,6,6a-hexahydro-1H-cyclopenta[c]pyrrole